CC1(NCCC(C1)OC1=C(C=C(C=C1)C=1C(=C(C(N(C1)C)=O)C)C)OC)C 5-(4-((2,2-dimethylpiperidin-4-yl)oxy)-3-methoxyphenyl)-1,3,4-trimethylpyridin-2(1H)-one